(2S,4S)-1-{2-[(4-phenoxyphenyl)formamido]acetyl}-4-phenylpyrrolidine-2-carboxylic acid O(C1=CC=CC=C1)C1=CC=C(C=C1)C(=O)NCC(=O)N1[C@@H](C[C@H](C1)C1=CC=CC=C1)C(=O)O